3-{2-[2-({2-methyl-8-[4-(trifluoromethyl)phenyl]-2H,8H-pyrazolo[3,4-b]indol-5-yl}formamido)ethoxy]ethoxy}propanoic acid CN1N=C2N(C3=CC=C(C=C3C2=C1)C(=O)NCCOCCOCCC(=O)O)C1=CC=C(C=C1)C(F)(F)F